CC1=NC=2N=C(C3=CC(=CC=C3C2C(=C1)C1=CC=CC=C1)C1=CC=CC=C1)C 2,9-dimethyl-4,7-diphenyl-1,10-diazaphenanthrene